5,6-bis(hydroxymethyl)norbornane OCC1C2CCC(C1CO)C2